3-((5-(aminomethyl)-1-(3-(methylsulfonyl)propyl)-1H-indol-2-yl)methyl)-1-(2,2,2-trifluoroethyl)-1,3-dihydro-2H-imidazo[4,5-c]pyridin-2-one NCC=1C=C2C=C(N(C2=CC1)CCCS(=O)(=O)C)CN1C(N(C2=C1C=NC=C2)CC(F)(F)F)=O